bishydroxyethyl-aminopropyl-hydroxyethyl-octadecylamine OCCC(CCCCCCCCCCCCCCCCC)(N(CCO)CCCN)CCO